C(C1=CC=CC=C1)O[C@@H](COP(=O)(OCCC#N)OCCNC(=O)OCC1=CC=CC=C1)[C@H](O)[C@H](OCC1=CC=CC=C1)CO 2,4-di-O-benzyl-1-O-[(2-{[(benzyloxy)carbonyl]amino}ethoxy)(2-cyanoethoxy)phosphoryl]-D-ribitol